2,2-dipropyl-1,3-propanediol C(CC)C(CO)(CO)CCC